(S)-3-(3-(4-hydroxy-1-methyl-2-oxo-1,2-dihydropyridin-3-yl)ureido)-3-(4-methoxybiphenyl-3-yl)propanoic acid OC1=C(C(N(C=C1)C)=O)NC(N[C@@H](CC(=O)O)C=1C=C(C=CC1OC)C1=CC=CC=C1)=O